4-(N,N-diphenylamino)benzene C1(=CC=CC=C1)N(C1=CC=CC=C1)C1=CC=CC=C1